CC1=CC(=NN1CC1CC2(CN(C2)C(=O)OC(C)(C)C)C1)C(F)(F)F tert-butyl 6-[[5-methyl-3-(trifluoromethyl) pyrazol-1-yl]methyl]-2-azaspiro[3.3]heptane-2-carboxylate